2-chloro-N-[1-(3-chloro-4-methylphenyl)-1H-indazol-4-yl]-5-{[(cyclopropylsulfonyl)amino]methyl}benzamide ClC1=C(C(=O)NC2=C3C=NN(C3=CC=C2)C2=CC(=C(C=C2)C)Cl)C=C(C=C1)CNS(=O)(=O)C1CC1